N1C(N=CC=C1)=NN pyrimidinone-hydrazone